5-Bromo-2-(2,6-dioxopiperidin-3-yl)isoindoline-1,3-dione BrC=1C=C2C(N(C(C2=CC1)=O)C1C(NC(CC1)=O)=O)=O